C(C)(C)C1=NC(=CC=C1C=1C=C(C=2N(C1)C=CN2)C)N2CCC(CC2)N2CCNCC2 6-[2-isopropyl-6-(4-piperazin-1-yl-1-piperidinyl)-3-pyridinyl]-8-methyl-imidazo[1,2-a]pyridine